(2R)-4,4-difluoro-2-(4-fluorophenyl)-N-{4-[6-methoxy-3-(pyridin-2-yl)-1H-pyrrolo[3,2-b]pyridin-2-yl]pyridin-2-yl}butanamide FC(C[C@@H](C(=O)NC1=NC=CC(=C1)C1=C(C2=NC=C(C=C2N1)OC)C1=NC=CC=C1)C1=CC=C(C=C1)F)F